5-chloro-1,3,3-trimethyl-2-methyleneindoline ClC=1C=C2C(C(N(C2=CC1)C)=C)(C)C